N'-[p-phenylenebis(oxy-p-phenylene)]bismaleimide C1(=CC=C(C=C1)OC1=CC=C(C=C1)C=1C(=O)NC(C1)=O)OC1=CC=C(C=C1)C=1C(=O)NC(C1)=O